7-chloro-4-vinylbenzo[b]thiophene-3-carboxylic acid tert-butyl ester C(C)(C)(C)OC(=O)C=1C2=C(SC1)C(=CC=C2C=C)Cl